FC1=CC=C(C=C1)C(C(=O)NC1=NC=CC(=C1)C1=C(C=2C(NC(CC2N1)(C)C)=O)C1=CC=C(C=C1)F)C 2-(4-Fluorophenyl)-N-{4-[3-(4-fluorophenyl)-6,6-dimethyl-4-oxo-4,5,6,7-tetrahydro-1H-pyrrolo[3,2-c]pyridin-2-yl]pyridin-2-yl}propanamid